N1(C=NC=C1)C=1C=C(CN(C2=CC=C(C=C2)COCCN2CCOCC2)CC2=CC(=CC=C2)OC)C=CC1 N-(3-(1H-imidazol-1-yl)benzyl)-N-(3-methoxybenzyl)-4-((2-morpholinoethoxy)methyl)aniline